CC1=CC=C(C=C1)S(=O)(=O)O[C@H]1COCC1 (R)-tetrahydrofuran-3-yl 4-methylbenzenesulfonate